Cl.FC=1C=CC(=C(C1)C1=NC(=NN1)CON)OC (5-(5-fluoro-2-methoxyphenyl)-1H-1,2,4-triazol-3-yl)methoxyamine hydrochloride